2-(4-fluorophenyl)-4-(trifluoromethyl)-1H-imidazole FC1=CC=C(C=C1)C=1NC=C(N1)C(F)(F)F